6-methylheptyl 3-((4-(((1-methylpiperidin-4-yl)methyl)amino)-3-(2-octyldodecanamido)-4-oxobutyl)thio)propanoate CN1CCC(CC1)CNC(C(CCSCCC(=O)OCCCCCC(C)C)NC(C(CCCCCCCCCC)CCCCCCCC)=O)=O